C(=O)O.FC1=C(C(=CC=C1OC)N1N=NN=C1)CC(=O)N 2-(2-fluoro-3-methoxy-6-(1H-tetrazol-1-yl)phenyl)acetamide formate salt